O=C1NC(CCC1N1C(C2=CC=CC(=C2C1=O)N[C@@H](C)C1=CC=C(C(=O)OC)C=C1)=O)=O Methyl 4-((1S)-1-((2-(2,6-dioxopiperidin-3-yl)-1,3-dioxoisoindolin-4-yl)amino)ethyl)benzoate